FCCOC[C@H]1CN(CCN1C1=NC=CC=N1)C1=NC=C(C=N1)C#CC=1C=NC(=NC1)C=1C=NN(C1)C (R)-2-(3-((2-fluoroethoxy)methyl)-4-(pyrimidin-2-yl)piperazin-1-yl)-5-((2-(1-methyl-1H-pyrazol-4-yl)pyrimidin-5-yl)ethynyl)pyrimidine